C(C)C1=CC=C2C=C(C(=NC2=C1)C(=O)O)C(=O)O 7-ethyl-2,3-quinolinedicarboxylic acid